NC1(NSC2=C1C=C(C=C2)[N+](=O)[O-])[N+]#N 3-amino-5-nitrobenzo[d]isothiazoldiazonium